N[C@@H](CCC(=O)O)C(=O)N[C@@H](CCC(=O)O)C(=O)O.C1(CC1)COC1=CC(=NC(=C1)S(=O)(=O)C)NC1=CC(=NC=C1C1=NN(C=C1)C)NC(C)=O N-(4-((4-(cyclopropylmethoxy)-6-(methylsulfonyl)pyridin-2-yl)amino)-5-(1-methyl-1H-pyrazol-3-yl)pyridin-2-yl)acetamide Glutamyl-Glutamate